ClC=1C=C(C=NC1N1N=CC=N1)NC(=O)C=1C=NN(C1C(F)(F)F)C1=C2C(=C(N=C1)C(F)F)SC=C2 N-(5-chloro-6-(2H-1,2,3-triazol-2-yl)pyridin-3-yl)-1-(7-(difluoromethyl)thieno[2,3-c]pyridin-4-yl)-5-(trifluoromethyl)-1H-pyrazole-4-carboxamide